CC1=CC(=CC=N1)S(=O)(=O)N 6-methylpyridine-4-sulfonamide